2,2,4,10,12,12-hexamethyl-7-(3,5,5-trimethylhexyl)tridecane CC(C)(CC(CCC(CCC(CC(C)(C)C)C)CCC(CC(C)(C)C)C)C)C